ClC=1C(=NC=2N(C1)N=CC2C=2C=C(C(=O)NC)C=C(C2F)C)NC2COCC2 3-(6-chloro-5-((tetrahydrofuran-3-yl)amino)pyrazolo[1,5-a]pyrimidin-3-yl)-4-fluoro-N,5-dimethylbenzamide